(S)-(4-(4-fluorobenzo[d]thiazol-2-yl)-6,7-dihydro-1H-imidazo[4,5-c]pyridin-5(4H)-yl)(2-(1-methyl-1H-pyrazol-4-yl)oxazol-5-yl)methanone FC1=CC=CC2=C1N=C(S2)[C@H]2N(CCC1=C2N=CN1)C(=O)C1=CN=C(O1)C=1C=NN(C1)C